NC[C@@H](C(=O)O)C(C)(C)C (S)-3-amino-2-tert-butyl-propionic acid